Cl/C(/C(=O)OCCCC)=C/C(=O)OCCCC dibutyl chloromaleate